CC(C(=O)O)(CO)C 2,2-DIMETHYL-3-HYDROXYPROPIONIC ACID